C(C1CCC(CC1)N[C@@H](CC(=O)O)C(=O)O)C1CCC(CC1)N[C@@H](CC(=O)O)C(=O)O N,N'-[methylenebis(cyclohexane-4,1-diyl)]bisaspartic acid